3-Bromo-2-methyl-4H-thiophene BrC1=C(SCC1)C